CC=1C=NNC1 4-methyl-1H-pyrazol